N'-(5-chloro-3-(4-methoxybenzyl)-2-methylphenyl)-N-ethyl-N-methylformimidamide ClC=1C=C(C(=C(C1)N=CN(C)CC)C)CC1=CC=C(C=C1)OC